COC1=NC=C(C=N1)C=1C=CC(=NC1)N(C(COC1=CC=CC=C1)=O)[C@@H]1CC[C@H](CC1)NC1=NC=C(C(=N1)OC1COC1)C(F)(F)F N-(5-(2-methoxypyrimidin-5-yl)pyridin-2-yl)-N-(trans-4-((4-(oxetan-3-yloxy)-5-(trifluoromethyl)pyrimidin-2-yl)amino)cyclohexyl)-2-phenoxyacetamide